tert-butyl 6-[7-[4-fluoro-2-(2-methoxyethoxy) phenyl]-6-(trifluoromethylsulfonyloxy) thieno[3,2-c]pyridin-4-yl]-3,4-dihydro-1H-isoquinoline-2-carboxylate FC1=CC(=C(C=C1)C=1C2=C(C(=NC1OS(=O)(=O)C(F)(F)F)C=1C=C3CCN(CC3=CC1)C(=O)OC(C)(C)C)C=CS2)OCCOC